1-(3,4-difluorobenzyl)-N-(4-(trifluoromethyl)benzyl)-1,2,5,6-tetrahydropyridine-3-carboxamide FC=1C=C(CN2CC(=CCC2)C(=O)NCC2=CC=C(C=C2)C(F)(F)F)C=CC1F